1-(1-methyl-5-(trifluoromethyl)-1H-pyrazol-3-yl)piperidine-3,5-dione CN1N=C(C=C1C(F)(F)F)N1CC(CC(C1)=O)=O